methyl 2-([1-(2-bromophenyl)-5-(3-cyclobutoxyphenyl)-1H-pyrazol-3-yl]methoxy)-2-methylpropanoate BrC1=C(C=CC=C1)N1N=C(C=C1C1=CC(=CC=C1)OC1CCC1)COC(C(=O)OC)(C)C